6-(methoxymethoxy)-1-[(4-methoxyphenyl)methyl]-1H-indazole-7-carbonitrile COCOC1=CC=C2C=NN(C2=C1C#N)CC1=CC=C(C=C1)OC